N[C@H]1[C@H](CCCC1)NC(=O)C=1SC=2N=CC=C3N(C(NC1C23)=O)C2=CC=C(C=C2)OC2=CC=CC=C2 N-((1S,2R)-2-Aminocyclohexyl)-4-oxo-5-(4-phenoxyphenyl)-4,5-dihydro-3H-1-thia-3,5,8-triazaacenaphthylene-2-carboxamide